4-(4-Cyano-3-hydroxy-6-naphthalen-1-ylmethyl-pyridin-2-yl)-4-oxo-butyric acid ethyl ester C(C)OC(CCC(=O)C1=NC(=CC(=C1O)C#N)CC1=CC=CC2=CC=CC=C12)=O